(6-tert-butyl-8-fluoro-2,3-dimethylquinolin-4-yl) acetate C(C)(=O)OC1=C(C(=NC2=C(C=C(C=C12)C(C)(C)C)F)C)C